((3R,4R)-4-(((6-((4-cyanobenzyl)(methyl)amino)-5-fluoropyrimidin-4-yl)amino)methyl)-3-hydroxypiperidin-1-yl)acetamide C(#N)C1=CC=C(CN(C2=C(C(=NC=N2)NC[C@@H]2[C@H](CN(CC2)CC(=O)N)O)F)C)C=C1